C(#N)C1=C(OCCC(=O)O)C=C(C=C1)C1=C(N=CS1)C 3-(2-cyano-5-(4-methylthiazol-5-yl)phenoxy)propionic acid